C(C)(=O)[O-].[Cu+2].C1(=CC=CC=C1)P(CCCCP(C1=CC=CC=C1)C1=CC=CC=C1)C1=CC=CC=C1.C(C)(=O)[O-] [1,4-bis(diphenylphosphino)butane] copper acetate